[Cl-].ClCC[N+](C)(C)C (2-chloroethyl)trimethylammonium chloride